C(C)(C)C1=CC(=NC(=N1)C1=CN=CN1C)C(=O)NC1CCC(CC1)OC 6-isopropyl-N-((1r,4r)-4-methoxycyclohexyl)-2-(1-methyl-1H-imidazol-5-yl)pyrimidine-4-carboxamide